CN(CCC1(C(C=C(C=C1)NC=1N=C(C2=C(N1)N(C=C2)S(=O)(=O)C2=CC=C(C)C=C2)C2=CNC1=C(C=CC=C21)C)[N+](=O)[O-])NC)C 1-(2-(dimethylamino)ethyl)-N1-methyl-N4-(4-(7-methyl-1H-indol-3-yl)-7-tosyl-7H-pyrrolo[2,3-d]pyrimidin-2-yl)-2-nitrobenzene-1,4-diamine